FC(C=1C(=C(C=CC1)[C@@H](C)NC1=C2C(=NC(=N1)C)N1C(C(=C2)C(=O)O)=NN=N1)F)F (R)-6-((1-(3-(difluoromethyl)-2-fluorophenyl)ethyl)amino)-8-methyltetrazolo[1',5':1,6]pyrido[2,3-d]pyrimidine-4-carboxylic acid